2-((2S)-4-(7-(8-ethynylnaphth-1-yl)-6,8-difluoro-2-((tetrahydro-1H-pyrrolizin-7a(5H)-yl)methoxy)quinazolin-4-yl)-1-(2-fluoroacryloyl)piperazin-2-yl)acetonitrile C(#C)C=1C=CC=C2C=CC=C(C12)C1=C(C=C2C(=NC(=NC2=C1F)OCC12CCCN2CCC1)N1C[C@@H](N(CC1)C(C(=C)F)=O)CC#N)F